[W]=O.[Si] silicon-tungsten oxide